(R)-(1-(2,7-dichloro-8-fluoropyrido[4,3-d]pyrimidin-4-yl)piperidin-3-yl)methanol ClC=1N=C(C2=C(N1)C(=C(N=C2)Cl)F)N2C[C@@H](CCC2)CO